2,3-diisopropyl-succinic acid di-n-butyl ester C(CCC)OC(C(C(C(=O)OCCCC)C(C)C)C(C)C)=O